2-ethylbutyl-((S)-(perfluorophenoxy)-(phenoxy)phosphoryl)-L-alanine C(C)C(CN([C@@H](C)C(=O)O)[P@](=O)(OC1=CC=CC=C1)OC1=C(C(=C(C(=C1F)F)F)F)F)CC